N-(3-(2,4-difluorophenyl)propyl)-2-methoxy-5-morpholino-1H-benzo[d]-imidazole-1-carboxamide FC1=C(C=CC(=C1)F)CCCNC(=O)N1C(=NC2=C1C=CC(=C2)N2CCOCC2)OC